(1s)-(4-Chloro-3-{[4-(2-cyclopropylethoxy)-2-(trifluoromethyl)benzene-1-carbothioyl]amino}phenyl)acetic acid ClC1=C(C=C(C=C1)CC(=O)O)NC(=S)C1=C(C=C(C=C1)OCCC1CC1)C(F)(F)F